O=C1NC(CCC1N1C(C2=CC=C(C=C2C1)CNC(=O)NC1=CC=C(C=C1)OCC1=C(C=CC=C1)CO)=O)=O 1-((2-(2,6-dioxopiperidin-3-yl)-1-oxoisoindolin-5-yl)methyl)-3-(4-((2-(hydroxymethyl)benzyl)oxy)phenyl)urea